2,6-dideoxy-d-galactopyranose OC1C[C@@H](O)[C@@H](O)[C@H](O1)C